COC1=CC=C(C=C1)S(=O)(=O)CC1=C(C(=O)N)C=CC=C1 (((4-methoxyphenyl)sulfonyl)methyl)benzamide